C(C1=CC=CC=C1)N1C[C@@H](NCC1)CC#N 2-[(2S)-4-benzylpiperazin-2-yl]acetonitrile